1,2,3-Triaminocyclohexan NC1C(C(CCC1)N)N